2-(4-(6-(4-Chloro-2-fluorobenzyloxy)pyridin-2-yl)benzyl)-1-(2-methoxyethyl)-1H-benzo[d]imidazol ClC1=CC(=C(COC2=CC=CC(=N2)C2=CC=C(CC3=NC4=C(N3CCOC)C=CC=C4)C=C2)C=C1)F